O\N=C(\C=1C=NN(C1)C1OCCCC1)/Cl (Z)-N-hydroxy-1-(tetrahydro-2H-pyran-2-yl)-1H-pyrazole-4-carbimidoyl chloride